ClC1=C(C=CC(=C1)F)[C@]12CN(C[C@@H]2C1)C1=NN=C(N1C=1C=NC(=CC1)OC)C(F)F (1S,5R)-1-(2-chloro-4-fluorophenyl)-3-(5-(difluoromethyl)-4-(6-methoxypyridin-3-yl)-4H-1,2,4-triazol-3-yl)-3-azabicyclo[3.1.0]hexane